2-(6-([1,1'-biphenyl]-4-ylamino)-2-amino-9H-purin-9-yl)-N-(1-ethyl-3-methyl-1H-pyrazol-5-yl)acetamide C1(=CC=C(C=C1)NC1=C2N=CN(C2=NC(=N1)N)CC(=O)NC1=CC(=NN1CC)C)C1=CC=CC=C1